(E)-N-hydroxy-3-(2-(4-(3-methylbenzoyl)piperazin-1-yl)phenyl)acrylamide ONC(\C=C\C1=C(C=CC=C1)N1CCN(CC1)C(C1=CC(=CC=C1)C)=O)=O